(S)-9-bromo-7-(hydroxymethyl)-2-methyl-4-((4-methylpyridin-2-yl)methyl)-3,4-dihydrobenzo[f][1,4]oxazepin-5(2H)-one BrC1=CC(=CC=2C(N(C[C@@H](OC21)C)CC2=NC=CC(=C2)C)=O)CO